3-(4-cyclopropyl-6-(hydroxymethyl)-1-oxo-isoindolin-2-yl)piperidine-2,6-dione C1(CC1)C1=C2CN(C(C2=CC(=C1)CO)=O)C1C(NC(CC1)=O)=O